BrC=1C=C2C3(CN(C2=CC1)C(=O)C=1C=C(C=CC1)S(=O)(=O)NC(CO)C1CC1)CCC1(CC3)CC1 3-(5''-bromodispiro[cyclopropane-1,1'-cyclohexane-4',3''-indoline]-1''-carbonyl)-N-(1-cyclopropyl-2-hydroxyethyl)benzenesulfonamide